((7-chloro-2,4-dioxo-3-phenethyl-3,4-dihydroquinazolin-1(2H)-yl)methyl)benzamide 2-thiocytidine-5'-triphosphate P(O)(=O)(OP(=O)(O)OP(=O)(O)O)OC[C@@H]1[C@H]([C@H]([C@@H](O1)N1C(=S)N=C(N)C=C1)O)O.ClC1=CC=C2C(N(C(N(C2=C1)CC1=C(C(=O)N)C=CC=C1)=O)CCC1=CC=CC=C1)=O